CN1CCN(CCN(CC1)C)CCN1CCN(CCN(CC1)C)C 1,2-bis(4,7-dimethyl-1,4,7-triazacyclononan-1-yl)ethane